COC(C[C@H]1O[C@H]([C@@H]([C@@H]1F)OC(C)=O)N1C2=NC(=NC=C2N(C1=O)CC1CC1)N)=O ((2R,3R,4S,5R)-4-acetoxy-5-(2-amino-7-(cyclopropylmethyl)-8-oxo-7,8-dihydro-9H-purin-9-yl)-3-fluorotetrahydrofuran-2-yl)acetic acid methyl ester